3-((S)-azetidin-2-yl)prop-2-en-1-one N1[C@@H](CC1)C=CC=O